FC1(C2CC(CC(C1)N2C(=O)OC(C)(C)C)OC2=CC=C1C(=N2)OCC=2C=C(C=CC21)C=2C=NN(C2)C2OCCCC2)F tert-butyl 6,6-difluoro-3-({8-[1-(oxan-2-yl)pyrazol-4-yl]-6H-isochromeno[3,4-b]pyridin-3-yl}oxy)-8-azabicyclo[3.2.1]octane-8-carboxylate